7-((5-(4-hydroxy-4-(morpholino-methyl)piperidin-yl)pyridin-2-yl)amino)-4-(1-methyl-1H-pyrrolo[2,3-b]pyridin-4-yl)isoindolin-1-one OC1(CCN(CC1)C=1C=CC(=NC1)NC=1C=CC(=C2CNC(C12)=O)C1=C2C(=NC=C1)N(C=C2)C)CN2CCOCC2